ClC1=NC=C(C=C1C(F)(F)F)Cl 2,5-dichloro-3-trifluoromethylpyridine